O=C1N(C=NN1CSC1=CC=C(OCC(=O)O)C=C1)C1=CC=C(C=C1)C(F)(F)F 2-(4-(((5-Oxo-4-(4-(trifluoromethyl)phenyl)-4,5-dihydro-1H-1,2,4-triazol-1-yl)methyl)thio)phenoxy)acetic acid